C1=CC(=C(C=C1F)Br)NC(=O)CCl N-(2-bromo-4-fluorophenyl)-2-chloroacetamide